cis-1-bis(diphenylphosphino)amino-4-isopropylcyclohexane C1(=CC=CC=C1)P(C1=CC=CC=C1)N([C@@H]1CC[C@@H](CC1)C(C)C)P(C1=CC=CC=C1)C1=CC=CC=C1